2-[5-hydroxy-1-methyl-6-oxo-4-(phenylcarbamoyl)pyrimidin-2-yl]-1-phenyl-3,4-dihydro-1H-isoquinoline-6-carboxylic acid OC1=C(N=C(N(C1=O)C)N1C(C2=CC=C(C=C2CC1)C(=O)O)C1=CC=CC=C1)C(NC1=CC=CC=C1)=O